3,7-bis(4-(9H-carbazol-9-yl)phenyl)-10H-phenoxazine C1=CC=CC=2C3=CC=CC=C3N(C12)C1=CC=C(C=C1)C=1C=CC=2NC3=CC=C(C=C3OC2C1)C1=CC=C(C=C1)N1C2=CC=CC=C2C=2C=CC=CC12